N[C@@H]1CC[C@H](CC1)OC1=CC=C2C(CC(C=3C(=NC=NC23)N)(C)C)=C1N 8-(trans-4-aminocyclohexoxy)-5,5-dimethyl-6H-benzo[h]quinazoline-4,7-diamine